ClC1=CC2=C(N=N1)NC1=C2CN(C1)C(=O)OCC1=CC=CC=C1 benzyl 3-chloro-7,8-dihydropyrrolo[3',4':4,5]pyrrolo[2,3-c]pyridazine-6(5H)-carboxylate